C1(CCCCC1)C1=C(N(C(C2=C1NC=1C=CC=CC21)=O)C=2C=CC=C1C=CC=NC21)C#CC2CCCCC2 4-cyclohexyl-3-(cyclohexylethynyl)-2-(8-quinolinyl)-2,5-dihydro-1H-pyrido[4,3-b]Indol-1-one